FC1=CC=C(C=C1)CNC 1-(4-fluorophenyl)-N-methyl-methanamine